NC1=CC=2N(C3=C1C(N(C3=O)CC3=CC=C(C=C3)OC)C3=C(C=CC(=C3)F)Cl)C=NN2 5-amino-6-(2-chloro-5-fluorophenyl)-7-(4-methoxybenzyl)-6,7-dihydro-8H-pyrrolo[3,4-e][1,2,4]triazolo[4,3-a]pyridin-8-one